(R)-2-amino-3-(3-bromophenyl)propionic acid N[C@@H](C(=O)O)CC1=CC(=CC=C1)Br